2-(3,5-dimethoxyphenyl)-1-(2,4,6-trifluorophenyl)ethanone COC=1C=C(C=C(C1)OC)CC(=O)C1=C(C=C(C=C1F)F)F